[4-[5-[5-[(1R)-1-(3,5-Dichloro-4-pyridyl)ethoxy]-1H-indazol-3-yl]-3-fluoro-2-pyridyl]piperazin-1-yl]-(4-methylpiperazin-1-yl)methanone ClC=1C=NC=C(C1[C@@H](C)OC=1C=C2C(=NNC2=CC1)C=1C=C(C(=NC1)N1CCN(CC1)C(=O)N1CCN(CC1)C)F)Cl